(3S)-6-fluoro-3-methyl-4-[(4-methyloxan-4-yl)carbonyl]-3,5-dihydro-2H-1,4-benzoxazepine-8-carbonitrile FC1=CC(=CC2=C1CN([C@H](CO2)C)C(=O)C2(CCOCC2)C)C#N